N-(6-((2-((5-bromo-2-chloro-4-(4-(4-methylpiperazin-1-yl)piperidin-1-yl)phenyl)amino)-5-chloropyrimidin-4-yl)amino)-2,3-dihydrobenzofuran-5-yl)-N-methylmethanesulfonamide BrC=1C(=CC(=C(C1)NC1=NC=C(C(=N1)NC1=CC2=C(CCO2)C=C1N(S(=O)(=O)C)C)Cl)Cl)N1CCC(CC1)N1CCN(CC1)C